C[C@H](CCCC(C)C(=O)O)[C@H]1CC[C@@H]2[C@@]1(CC[C@H]3[C@H]2[C@@H](CC4=CC(=O)CC[C@]34C)O)C 7α-hydroxy-3-oxo-4-cholestenoic acid